8-[125I]-iodoadenine [125I]C1=NC2=NC=NC(=C2N1)N